1-(5-(4-((1-(4-(2-butyl-1-oxo-1,2-dihydro-2,7-naphthyridin-4-yl)-2,6-dimethoxyphenethyl)piperidin-4-yl)oxy)piperidine-1-carbonyl)-2-chlorophenyl)dihydropyrimidine-2,4(1H,3H)-dione C(CCC)N1C(C2=CN=CC=C2C(=C1)C1=CC(=C(CCN2CCC(CC2)OC2CCN(CC2)C(=O)C=2C=CC(=C(C2)N2C(NC(CC2)=O)=O)Cl)C(=C1)OC)OC)=O